FC1([C@@H](CN(CC1)CC1=C2C(=NC(=C1)C(=O)N)C=CN2)C)F 7-(((R)-4,4-difluoro-3-methylpiperidin-1-yl)methyl)-1H-pyrrolo[3,2-b]pyridine-5-carboxamide